FC1=C(CN2C(C(=CC(=C2)C(=O)N[C@H]2[C@@H](C2)CO)C(=O)NC)=O)C=C(C=C1)C 1-(2-fluoro-5-methylbenzyl)-N5-((1R,2R)-2-(hydroxymethyl)cyclopropyl)-N3-methyl-2-oxo-1,2-dihydropyridine-3,5-dicarboxamide